OC[C@@H](CC(C)C)NC1=NC(=NC(=N1)C[C@H](C)C1=C(C(=C(C=C1)F)F)F)NS(=O)(=O)C N-(4-(((R)-1-Hydroxy-4-methylpentan-2-yl)amino)-6-((S)-2-(2,3,4-trifluorophenyl)propyl)-1,3,5-triazin-2-yl)methanesulfonamide